OC(C)(C)C1=CC=C(C=N1)NC(=O)C1=NC(=NC=C1)N1C=NC=C1 N-(6-(2-hydroxy-prop-2-yl)pyridin-3-yl)-2-(1H-imidazol-1-yl)pyrimidine-4-carboxamide